P1(=O)(OC(COO1)CC)[O-] (ethylethyleneoxy) phosphate